C(=C)[Si](O[Si](C)(C)C)(C)C=C.[Pt] platinum (0) divinyl-tetramethyl-disiloxane